ClC1=NC(=NC(=C1C(C(F)(F)F)(F)F)Cl)NS(=O)(=O)C=1C=NN(C1)C N-[4,6-dichloro-5-(1,1,2,2,2-pentafluoroethyl)pyrimidin-2-yl]-1-methyl-pyrazole-4-sulfonamide